CN1[C@H]2CC[C@@H]([C@@H]1CO)C2 ((1S,3R,4R)-2-methyl-2-azabicyclo[2.2.1]heptan-3-yl)methanol